C1(CC1)C1=NN(C2=CC=CC=C12)C1OCCCC1 3-cyclopropyl-1-(tetrahydro-2H-pyran-2-yl)-1H-indazole